C1CC=CC=2C(C3=CC=CC=C3C(C12)=O)=O 1H-anthraquinone